6-methyl-N-(5-methyl-1H-pyrazol-3-yl)-4-(morpholinomethyl)pyrido[1,2-b]pyridazin-2-amine CC1=CC=2N(NC(=CC2CN2CCOCC2)NC2=NNC(=C2)C)C=C1